2-fluoro-5-((6-fluoro-4-((3-methyl-2-oxooxazolidin-5-yl)methyl)-1H-indol-5-yl)oxy)benzimidamide FC1=C(C(N)=N)C=C(C=C1)OC=1C(=C2C=CNC2=CC1F)CC1CN(C(O1)=O)C